3-[4-(N-methylanilino)phenyl]Azetidine-1-carboxylic acid tert-butyl ester C(C)(C)(C)OC(=O)N1CC(C1)C1=CC=C(C=C1)N(C1=CC=CC=C1)C